diethyl 2-((3-benzoyl-5-fluorophenylfuran-2-yl) methyl)-2-bromomalonate C(C1=CC=CC=C1)(=O)C=1C=C(C=C(C1)F)C1=C(OC=C1)CC(C(=O)OCC)(C(=O)OCC)Br